glycerin monoricinoleate C(CCCCCCC\C=C/C[C@H](O)CCCCCC)(=O)O.OCC(O)CO